tert-Butyl (R)-(4-(benzyloxy)-1-iodonaphthalen-2-yl)(oxiran-2-ylmethyl)carbamate C(C1=CC=CC=C1)OC1=CC(=C(C2=CC=CC=C12)I)N(C(OC(C)(C)C)=O)C[C@H]1OC1